NC1=C2C(=NC(=C1C)C(=O)OC)CCC2 methyl 4-amino-3-methyl-6,7-dihydro-5H-cyclopenta[b]pyridine-2-carboxylate